ClC1=NC2=CC=C(C=C2N=C1Cl)C 2,3-dichloro-6-methyl-quinoxaline